2-(N-(4-(6,8-dichloro-2-methyl-1,2,3,4-tetrahydroisoquinolin-4-yl)phenyl)sulfamoylamino)ethylphosphonic acid ClC=1C=C2C(CN(CC2=C(C1)Cl)C)C1=CC=C(C=C1)NS(=O)(=O)NCCP(O)(O)=O